N-{(2S,3R)-1-(azetidine-1-carbonyl)-4,4-difluoro-2-[(2-fluoro[1,1'-biphenyl]-3-yl)methyl]pyrrolidin-3-yl}ethanesulfonamide N1(CCC1)C(=O)N1[C@H]([C@H](C(C1)(F)F)NS(=O)(=O)CC)CC=1C(=C(C=CC1)C1=CC=CC=C1)F